(2,6-dichlorophenyl)-2-hydroxy-N-phenyl-acetamide ClC1=C(C(=CC=C1)Cl)C(C(=O)NC1=CC=CC=C1)O